NC=1C=CC(=C2CN(C(C12)=O)CC(=C)C1=CC=NC=C1)C=1C=C2C(=NNC2=CC1)C1=CC=CC=C1 7-amino-4-(3-phenyl-1H-indazol-5-yl)-2-[2-(pyridin-4-yl)prop-2-en-1-yl]-2,3-dihydro-1H-isoindol-1-one